C(CCCCCCC\C=C/C\C=C/CCCCC)OCC(COCCCCCCCC)N 1-[(9Z,12Z)-octadeca-9,12-dien-1-yloxy]-3-(octyloxy)propan-2-amine